C1N(CC2=CC=CC=C12)CC1=C2CN(C(C2=C(C=C1)OCC1CCN(CC1)S(=O)(=O)C)=O)C 4-(isoindolin-2-ylmethyl)-2-methyl-7-((1-(methylsulfonyl)piperidin-4-yl)methoxy)isoindolin-1-one